C1(=CC=CC=C1)C(CCN1CCSCC1)=O 1-Phenyl-3-thiomorpholinopropan-1-one